6-(3-bromo-1-(3-chloropyridin-2-yl)-1H-pyrazole-5-carboxamido)-5-methyl-N-(prop-2-yn-1-yl)pyrazolo[1,5-a]pyridine-7-carboxamide BrC1=NN(C(=C1)C(=O)NC=1C(=CC=2N(C1C(=O)NCC#C)N=CC2)C)C2=NC=CC=C2Cl